2-(4-amino-1-tert-butyl-pyrazolo[3,4-d]pyrimidin-3-yl)-3-chloro-N-(3-isopropoxypropyl)-1H-indole-6-carboxamide NC1=C2C(=NC=N1)N(N=C2C=2NC1=CC(=CC=C1C2Cl)C(=O)NCCCOC(C)C)C(C)(C)C